3,6-dichloro-1-(3-((5-cyclopropyl-2',5'-dimethyl-4-nitro-2'H-[1,3'-bi-pyrazol]-3-yl)oxy)propyl)-1H-pyrazolo[3,4-d]pyrimidine ClC1=NN(C2=NC(=NC=C21)Cl)CCCOC2=NN(C(=C2[N+](=O)[O-])C2CC2)C=2N(N=C(C2)C)C